2-(4-cyano-2-methoxy-phenoxy)-N-(3-sulfamoylphenyl)-5-(trifluoromethyl)pyridine-3-carboxamide C(#N)C1=CC(=C(OC2=NC=C(C=C2C(=O)NC2=CC(=CC=C2)S(N)(=O)=O)C(F)(F)F)C=C1)OC